6-(3-Methoxyphenyl)-7-(quinolin-6-yl)-2,3-dihydropyrazolo[5,1-b]oxazole COC=1C=C(C=CC1)C1=NN2C(OCC2)=C1C=1C=C2C=CC=NC2=CC1